3-(4-chlorophenyl)-adamantane-1-carboxylic acid (pyridin-4-ylmethyl) amide N1=CC=C(C=C1)CNC(=O)C12CC3(CC(CC(C1)C3)C2)C2=CC=C(C=C2)Cl